N-(7-methoxy-4-(1-methyl-3-(thiazol-5-yl)-1H-pyrazol-4-yl)pyrido[3,2-d]pyrimidin-6-yl)-1-(trifluoromethyl)cyclopropane-1-carboxamide COC1=CC=2N=CN=C(C2N=C1NC(=O)C1(CC1)C(F)(F)F)C=1C(=NN(C1)C)C1=CN=CS1